O([C@H]1[C@H](O)[C@@H](O)[C@H](O)[C@H](O1)CO)C1[C@H](O)[C@@H](O)[C@H](O)[C@H](O1)CO D-glucopyranosyl β-glucopyranoside